trans-3-((6-(4-(3,4-Dihydroisoquinolin-2(1H)-yl)-3-hydroxypiperidin-1-yl)pyrimidin-4-yl)amino)benzene C1N(CCC2=CC=CC=C12)[C@H]1[C@@H](CN(CC1)C1=CC(=NC=N1)NC=1C=CC=CC1)O